ClCC=1N(C2=C(N1)C=CC(=C2)C(=O)OC)CC2(CC2)C#N methyl 2-(chloromethyl)-3-[(1-cyanocyclopropyl)methyl]-1,3-benzodiazole-5-carboxylate